benzyl 4-(5-carbamoyl-2-fluoro-4-nitrophenyl)piperazine-1-carboxylate C(N)(=O)C=1C(=CC(=C(C1)N1CCN(CC1)C(=O)OCC1=CC=CC=C1)F)[N+](=O)[O-]